C(C=1C(=C(C=CC1C(C)(C)C)O)C(C)(C)C)C=1C(=C(C=CC1C(C)(C)C)O)C(C)(C)C.[Na] sodium methylenebis(2,4-di-t-butylphenol)